ethyl (S)-1-(cyclopropylmethyl)-7-(2-((methylsulfonyl)oxy)propoxy)-1H-indole-2-carboxylate C1(CC1)CN1C(=CC2=CC=CC(=C12)OC[C@H](C)OS(=O)(=O)C)C(=O)OCC